ClC1=C(C=CC=C1)[C@@]1(C(CCCC1)=O)NC (S)-(+)-2-(2-chlorophenyl)-2-(methylamino)cyclohexane-1-one